COC(=O)C=1N=C(SC1CCCO)NC(=O)OC(C)(C)C (tert-Butoxycarbonylamino)-5-(3-hydroxypropyl)thiazole-4-carboxylic acid methyl ester